2-(5-(benzyloxy)-5-oxopentanoyl)hydrazinecarboxylic acid tert-butyl ester C(C)(C)(C)OC(=O)NNC(CCCC(=O)OCC1=CC=CC=C1)=O